CN1N=NN=C1C(C1=CC=CC=C1)=NOCC1=CC=CC(=N1)NC(OC(C)(C)C)=O 1,1-dimethyl-ethyl N-[6-[[[[((Z)-1-methyl-1H-tetrazol-5-yl)phenylmethylene]amino]oxy]methyl]-2-pyridinyl]carbamate